CC=1C=CC(=C(C1)N1/C(/SCC1=O)=N/C(=O)NC1=C(C=C(C=C1)C1=NN(C=N1)C1=CC=CC=C1)C)COCCC(F)(F)F (Z)-1-(3-(5-methyl-2-((3,3,3-trifluoropropoxy)methyl)phenyl)-4-oxothiazolidin-2-ylidene)-3-(2-methyl-4-(1-phenyl-1H-1,2,4-triazol-3-yl)phenyl)urea